N4-cyclopropyl-N2-(1-(2-methyl-1-(methylsulfonyl)propan-2-yl)-1H-indazol-4-yl)-5-(trifluoromethyl)pyrimidine-2,4-diamine C1(CC1)NC1=NC(=NC=C1C(F)(F)F)NC1=C2C=NN(C2=CC=C1)C(CS(=O)(=O)C)(C)C